C(C)C1(CCCCC1)NC(C1=CC(=NC=C1)N1C=NC=C1)=O N-(1-ethylcyclohexyl)-2-(1H-imidazol-1-yl)isonicotinamide